5-fluoro-N-(2-fluoro-6-methylphenyl)-4-(3-oxo-5,6,7,8-tetrahydro[1,2,4]triazolo[4,3-a]pyridin-2(3H)-yl)-2-{[(2S)-1,1,1-trifluoropropan-2-yl]oxy}benzamide FC=1C(=CC(=C(C(=O)NC2=C(C=CC=C2C)F)C1)O[C@H](C(F)(F)F)C)N1N=C2N(CCCC2)C1=O